C(CCCCCCCCCCC)C(C(=S)OCC(COC(C(CC)CCCCCCCCCCCC)=S)(COC(C(CC)CCCCCCCCCCCC)=S)COC(C(CC)CCCCCCCCCCCC)=S)CC pentaerythritol-tetrakis(lauryl thiobutyrate)